methyl 2-((benzo[d]thiazol-2-ylmethyl)(1-(3-fluoropyridin-2-yl)ethyl)amino)-2-oxoacetate S1C(=NC2=C1C=CC=C2)CN(C(C(=O)OC)=O)C(C)C2=NC=CC=C2F